4-fluoro-2-(((2R,7aS)-2-fluorotetrahydro-1H-pyrrolizin-7a(5H)-yl)methoxy)-11-methyl-8,9-dihydro-11H-7-oxa-1,3,6,11-tetraazaspiro[cycloocta[de]naphthalene-10,3'-oxetan] FC1=CN=C2C=3C(=NC(=NC13)OC[C@]13CCCN3C[C@@H](C1)F)N(C1(COC1)CCO2)C